ClC=1C=CC=C2COC(C12)C#N 7-chloro-1,3-dihydroisobenzofuran-1-carbonitrile